1-(2-methylthiazol-4-yl)ethanone CC=1SC=C(N1)C(C)=O